3-fluoro-4-((4-nitrophenyl)amino)piperidine-1-carboxylic acid tert-butyl ester C(C)(C)(C)OC(=O)N1CC(C(CC1)NC1=CC=C(C=C1)[N+](=O)[O-])F